COC1=C(C=C(C=C1)CN1CCOCC1)S(=O)(=O)NC(=O)C1=NC2=CC=CC(=C2C=C1)C1=NC=CC=C1 N-((2-methoxy-5-(morpholinomethyl)phenyl)sulfonyl)-5-(pyridin-2-yl)quinoline-2-carboxamide